O[C@@H](C)C=1C=C(C(=NC1)OC1=CC=2N(C=C1)N=C(C2)C(=O)NC2(CCS(CC2)(=O)=O)C)OCC(F)(F)F (S)-5-((5-(1-Hydroxyethyl)-3-(2,2,2-trifluoroethoxy)pyridin-2-yl)oxy)-N-(4-methyl-1,1-dioxidotetrahydro-2H-thiopyran-4-yl)pyrazolo[1,5-a]pyridine-2-carboxamide